N-(5-(3-butyl-4-oxo-3,4-dihydro-quinazolin-6-yl)pyridin-2-yl)benzamide C(CCC)N1C=NC2=CC=C(C=C2C1=O)C=1C=CC(=NC1)NC(C1=CC=CC=C1)=O